C(=O)(O)C(O)C(O)C(=O)O.N1=CC=CC(=C1)[C@@H]1N(C)CCC1 |r| racemic-nicotine tartrate